B(O)(O)C1=CC(=C(CN(C(=O)C2=CC(=C(C=C2)B(O)O)F)CCCC[C@@H](C(=O)N)N)C=C1)C(F)(F)F (S)-(4-((4-borono-2-(trifluoromethyl)benzyl)(5,6-diamino-6-oxohexyl)carbamoyl)-2-fluorophenyl)boronic acid